Methyl (3R)-3-(((benzyloxy)carbonyl)amino)-4-((methylsulfonyl)oxy)pentanoate C(C1=CC=CC=C1)OC(=O)N[C@H](CC(=O)OC)C(C)OS(=O)(=O)C